2,5-dihydroxy-3-[(2,5-dihydroxy-3-carboxyphenyl)methylthiomethyl]Benzoic acid OC1=C(C(=O)O)C=C(C=C1CSCC1=C(C(=CC(=C1)O)C(=O)O)O)O